(S,E)-4-(4'-(3-aminocyclobutyl)-[1,1'-biphenyl]-4-yl)-2-(2-((S)-1-hydroxyethyl)-1H-imidazol-1-yl)but-3-en-1-ol NC1CC(C1)C1=CC=C(C=C1)C1=CC=C(C=C1)/C=C/[C@@H](CO)N1C(=NC=C1)[C@H](C)O